heptadecyl 2,5-dihydroxybenzoate OC1=C(C(=O)OCCCCCCCCCCCCCCCCC)C=C(C=C1)O